CC=1C(=C(N=NC1)N)N methyl-pyridazine-3,4-diamine